C1(CC1)N1CCN(CC1)C1=C(C=C(C(=C1)OC)C1=NC=C2C=C(C=3N(C2=C1)C=CN3)C3=C(C(=CC(=C3Cl)OC)OC)Cl)NC(\C=C/COC)=O (Z)-N-(2-(4-cyclopropylpiperazin-1-yl)-5-(4-(2,6-dichloro-3,5-dimethoxyphenyl)imidazo[1,2-a][1,6]naphthyridin-8-yl)-4-methoxyphenyl)-4-methoxybut-2-enamide